4-[(5-bromo-2-hydroxyphenyl)methyl]piperazin-1-yl-1,6-dimethyl-2-oxo-1,2-dihydro-1,5-naphthyridine-3-carbonitrile BrC=1C=CC(=C(C1)CN1CCN(CC1)C1=C(C(N(C2=CC=C(N=C12)C)C)=O)C#N)O